5-(2-fluoro-5-(6-fluorobenzo[d]oxazole-2-carboxamido)phenyl)-2,5-dimethyl-1,1-dioxo-1,2,4-thiadiazin FC1=C(C=C(C=C1)NC(=O)C=1OC2=C(N1)C=CC(=C2)F)C2(N=CN(S(C2)(=O)=O)C)C